cholestenoxy-2,4-diaminobenzene C(=C(C)CCC[C@@H](C)[C@H]1CC[C@H]2[C@@H]3CCC4CCCC[C@]4(C)[C@H]3CC[C@]12C)OC1=C(C=C(C=C1)N)N